Rac-(2s,3s,4s,5r)-3-(3,4-difluoro-2-hydroxy-phenyl)-4-ethyl-5-methyl-5-(trifluoromethyl)tetrahydrofuran-2-carboxylic acid methyl ester COC(=O)[C@H]1O[C@]([C@H]([C@H]1C1=C(C(=C(C=C1)F)F)O)CC)(C(F)(F)F)C |r|